N-((3S,4S)-3-fluorotetrahydro-2H-pyran-4-yl)-5-(((S)-1,1,1-trifluoropropan-2-yl)oxy)-[1,2,4]triazolo[1,5-a]pyrazin-2-amine F[C@@H]1COCC[C@@H]1NC1=NN2C(C=NC=C2O[C@H](C(F)(F)F)C)=N1